ClC=1C=C(C=CC1OC)S(=O)(=O)NC=1C(=C(C(=CC1)F)C=1C=C2C=NC(=NC2=CC1)NC(C(C)(C)C)=O)F N-(6-(3-(3-chloro-4-methoxyphenylsulfonamido)-2,6-difluorophenyl)quinazolin-2-yl)pivaloamide